NC=1NC(C(=C(N1)C(F)(F)F)Br)=O 2-amino-5-bromo-4-(trifluoromethyl)-1H-pyrimidin-6-one